acryloylaminoethyl-dimethylbenzyl-ammonium C(C=C)(=O)NCC[N+](CC1=CC=CC=C1)(C)C